C(C=C)(=O)O.C=CC Propylene Acrylate